ClC1=C(C(=CC(=C1OC(F)(F)F)Cl)Cl)CC(C)N(C(=O)C=1C(=NN(C1)C)C(F)F)OC 3-difluoromethyl-1-methyl-1H-pyrazole-4-carboxylic acid [2-(2,4,6-trichloro-3-trifluoromethoxyphenyl)-1-methyl-ethyl]-methoxy-amide